C1CSS1 ethylenedisulfide